5-methyl-2-(4-{[(3R)-1-methylpiperidin-3-yl]amino}pyrrolo[1,2-d][1,2,4]triazin-1-yl)phenol CC=1C=CC(=C(C1)O)C=1C=2N(C(=NN1)N[C@H]1CN(CCC1)C)C=CC2